C(C1=CC=CC=C1)OC([C@@H](N(C(=O)OCC1=CC=CC=C1)CCN)CCC(=O)[O-])=O benzyl-N-(2-aminoethyl)-N2-[(benzyloxy)carbonyl]-L-glutamate